BrC1=C(C=C(C=C1)F)N1C=NN(C1=O)CO (4-(2-bromo-5-fluorophenyl)-5-oxo-4,5-dihydro-1H-1,2,4-triazol-1-yl)methanol